C1=CN=C2N1C1=C(OC[C@@H]2N)C=CC=C1 (R)-4,5-dihydrobenzo[b]imidazo[1,2-d][1,4]oxazepine-4-amine